methyl 3',5-dimethoxybiphenyl-2-carboxylate COC=1C=C(C=CC1)C=1C(=CC=C(C1)OC)C(=O)OC